methyl((R or S)-(4-bromophenoxy) (((2S,5R)-5-(2,4-dioxo-5-(trifluoromethyl)-3,4-dihydropyrimidin-1(2H)-yl)-2,5-dihydrofuran-2-yl)methoxy)phosphoryl)-L-alaninate CN([C@@H](C)C(=O)[O-])[P@@](=O)(OC[C@H]1O[C@H](C=C1)N1C(NC(C(=C1)C(F)(F)F)=O)=O)OC1=CC=C(C=C1)Br |o1:7|